2,6-bis(hydroxy(phenyl)methyl)cyclohexanone OC(C1C(C(CCC1)C(C1=CC=CC=C1)O)=O)C1=CC=CC=C1